6'-chloro-3-hydroxy-2'-methyl-1',2'-dihydro-3'H-spiro[cyclobutane-1,4'-isoquinoline] ClC=1C=C2C3(CN(CC2=CC1)C)CC(C3)O